ClC=1C=C(C#N)C=C(C1)CCN1C[C@H](NCC1)COC1=CC=C(C=C1)C1(CC1)S(=O)(=O)C 3-chloro-5-{2-[(3S)-3-{[4-(1-methanesulfonylcyclopropyl)phenoxy]methyl}piperazin-1-yl]ethyl}benzonitrile